N1=CC(=CC2=CC=CC=C12)C=1C=C2N(N1)CCC21CN(C1)C(=O)C1(CC1)C#N 1-[2'-(quinolin-3-yl)-5',6'-dihydrospiro[azetidine-3,4'-pyrrolo[1,2-b]pyrazole]-1-carbonyl]cyclopropane-1-carbonitrile